N-methyl-N-((cis)-1-methyl-3-((6-(1-methyl-1H-pyrazol-4-yl)pyrazolo[1,5-a]pyrazin-4-yl)oxy)cyclobutyl)acrylamide CN(C(C=C)=O)C1(CC(C1)OC=1C=2N(C=C(N1)C=1C=NN(C1)C)N=CC2)C